rac-trans-4-phenylpyrrolidin-3-ol C1(=CC=CC=C1)[C@H]1[C@@H](CNC1)O |r|